ClC=1N=C(C2=C(N1)C=CC=N2)NC2CC=1C=CNC1CC2 2-chloro-N-(4,5,6,7-tetrahydro-1H-indol-5-yl)pyrido[3,2-d]Pyrimidine-4-amine